[N+](=O)([O-])[Pt](N)(N)[N+](=O)[O-] dinitrodiaminoplatinum